N-(2-aminoethyl)-N'-[(2-amino-ethyl)amino-ethyl]-1,2-ethanediamine NCCNCCNCCNCCN